3-{4-[(6-methoxy-3-pyridinyl)oxy]phenyl}-1-[5-(trifluoromethyl)-3-pyridinyl]-2,4-imidazolidinedione COC1=CC=C(C=N1)OC1=CC=C(C=C1)N1C(N(CC1=O)C=1C=NC=C(C1)C(F)(F)F)=O